C(#N)C=1N=C(SC1)C=1N=C(OC1)C=1N=CSC1 4-(4-(4-cyanothiazol-2-yl)oxazol-2-yl)thiazol